OCN1N(CCCCCCCCNN1)CCC hydroxymethylpropyl-tetraazacyclododecane